2-(5,6-dihydro-4H-pyrrolo[1,2-b]pyrazol-3-yl)-N-(5-(2-(isobutylamino)acetamido)-2-methylpyridin-3-yl)pyrazolo[5,1-b]thiazole-7-carboxamide N=1N2C(=C(C1)C1=CN3C(S1)=C(C=N3)C(=O)NC=3C(=NC=C(C3)NC(CNCC(C)C)=O)C)CCC2